COC1=C(C(=NC=C1)C1=CC=C(C=C1)C1=CNC2=NC=C(C=C21)C2=CC1=C(CC[C@@H](CC1)N1C3COCC1C3)C=C2)C 6-[(7S)-3-[3-[4-(4-Methoxy-3-methylpyridin-2-yl)phenyl]-1H-pyrrolo[2,3-b]pyridin-5-yl]-6,7,8,9-tetrahydro-5H-benzo[7]annulen-7-yl]-3-oxa-6-azabicyclo[3.1.1]heptane